2-{[(2R,7aS)-2-fluoro-hexahydropyrrolizin-7a-yl]methoxy}-N-benzyl-7-[7-fluoro-3-(methoxymethoxy)-8-[2-(triisopropylsilyl)ethynyl]naphthalen-1-yl]pyrido[4,3-d]pyrimidin-5-amine F[C@@H]1C[C@@]2(CCCN2C1)COC=1N=CC2=C(N1)C=C(N=C2NCC2=CC=CC=C2)C2=CC(=CC1=CC=C(C(=C21)C#C[Si](C(C)C)(C(C)C)C(C)C)F)OCOC